C(=C)[Si]([Si](C=C)(C)C)(C)C 1,2-divinyl-tetramethyl-disilane